C(#N)C=1C=C(C(=O)NC2CCC(CC2)NC2=CC(=NC3=CC=CC=C23)C(F)(F)F)C=CC1 3-cyano-N-[(1s,4s)-4-{[2-(trifluoromethyl)quinolin-4-yl]amino}cyclohexyl]benzamide